3-[3-methyl-5-(4-piperidyl)indazol-1-yl]piperidine-2,6-dione methyl-4-(1-pyrrolidinyl)-6-hydroxymethyl-2-pyridinecarboxylate COC(=O)C1=NC(=CC(=C1)N1CCCC1)CO.CC1=NN(C2=CC=C(C=C12)C1CCNCC1)C1C(NC(CC1)=O)=O